C1(CC1)C=1C(=CC=2N(N1)C(=CN2)C2=C(C=C(C(=N2)N[C@H]2CNCC[C@@H]2F)F)F)OC 6-(6-cyclopropyl-7-methoxyimidazo[1,2-b]pyridazin-3-yl)-3,5-difluoro-N-((3S,4S)-4-fluoropiperidin-3-yl)pyridin-2-amine